(±)-cis-2-(4-((1-(3,4-dichlorobenzyl)-3,7-dimethyl-2,6-dioxo-2,3,6,7-tetrahydro-1H-purin-8-yl)amino)pyridin-2-yl)cyclopropanecarboxylic acid ClC=1C=C(CN2C(N(C=3N=C(N(C3C2=O)C)NC2=CC(=NC=C2)[C@@H]2[C@@H](C2)C(=O)O)C)=O)C=CC1Cl |r|